N-(4-acetamido-1,2,5-oxadiazol-3-yl)-3,6-dichlorobenzo[b]thiophene-2-carboxamide C(C)(=O)NC=1C(=NON1)NC(=O)C1=C(C2=C(S1)C=C(C=C2)Cl)Cl